NCC1=NNC(C2=CC=C(C=C12)C=1C=NN(C1C1=C(C#N)C(=CC(=C1F)N1CCOCC1)OC1CC1)C)=O 2-(4-(4-(aminomethyl)-1-oxo-1,2-dihydrophthalazin-6-yl)-1-methyl-1H-pyrazol-5-yl)-6-cyclopropoxy-3-fluoro-4-morpholinobenzonitrile